FC1=C(C=CC=C1)C#CC=1C=C2CCC(C2=CC1)C1CC12CNCCC2C(=O)O (5-((2-fluorophenyl)ethynyl)-2,3-dihydro-1H-inden-1-yl)-5-azaspiro[2.5]octane-8-carboxylic acid